2-(4-(cyclopropoxymethyl)phenyl)-4,4,5,5-tetramethyl-1,3,2-dioxaborolane C1(CC1)OCC1=CC=C(C=C1)B1OC(C(O1)(C)C)(C)C